C(#N)C1=CC=C(C=C1)C(CCC1CC1)(N[S@@](=O)C(C)(C)C)C=1C=CC(=C(C1)NC(=O)C1=CC(=NN1C=1C=C(CNC(OCCCC)=O)C=CC1)C(F)(F)F)F butyl 3-(5-(5-((+)-1-(4-cyanophenyl)-3-cyclopropyl-1-((S)-1,1-dimethylethylsulfinamido)propyl)-2-fluorophenylcarbamoyl)-3-(trifluoromethyl)-1H-pyrazol-1-yl)benzylcarbamate